BrC=1C(=C(CN2C(OC3=C(C2)C=CC(=C3)O)=O)C=CC1)F 3-(3-bromo-2-fluorobenzyl)-7-hydroxy-3,4-dihydro-2H-benzo[e][1,3]oxazin-2-one